O1CC(CC1)OC1=CC=CC(=N1)B(O)O 6-(TETRAHYDRO-FURAN-3-YLOXY)PYRIDINE-2-BORONIC ACID